N[C@@H](CS)C(=O)OC methyl L-cysteinate